C(C1=CC=CC=C1)C=1C(=C(NC1)C(=O)O)CCCl.C1(CC1)S(=O)(=O)C=1C=C2C=CN(C2=CC1)C[C@H](C)CS(=O)(=O)O.C1(CC1)S(=O)(=O)C=1C=C2C=CN(C2=CC1)C[C@@H](C)N(C)C (2R)-1-(5-cyclopropylsulfonylindol-1-yl)-N,N-dimethyl-propan-2-amine [(1S)-2-(5-cyclopropylsulfonylindol-1-yl)-1-methyl-ethyl]methanesulfonate benzyl-chloroethylpyrroleformate